CS(=O)(=O)OCCO[C@H](COCC1=CC=CC=C1)C 2-[(1S)-2-benzyloxy-1-methyl-ethoxy]ethyl methanesulfonate